tetrabutyl-phosphonium decanoate salt C(CCCCCCCCC)(=O)[O-].C(CCC)[P+](CCCC)(CCCC)CCCC